4-[3-[2,6-Dichloro-4-[3-(2,2,2-trifluoroethoxy)azetidin-1-yl]benzoyl]-2,4-dihydro-1,3-benzoxazin-8-yl]-5-fluoro-2-(3-oxa-8-azabicyclo[3.2.1]octan-8-yl)benzoic acid ClC1=C(C(=O)N2COC3=C(C2)C=CC=C3C3=CC(=C(C(=O)O)C=C3F)N3C2COCC3CC2)C(=CC(=C1)N1CC(C1)OCC(F)(F)F)Cl